5-bromo-6-chloro-2-(1H-pyrazol-1-yl)pyrimidin-4-amine BrC=1C(=NC(=NC1Cl)N1N=CC=C1)N